CC1=C(C2=C(N=N1)SC1=C2N=CN=C1NCC1=CC=C(C=C1)C(CO)(C)C)C 2-[4-[[(3,4-dimethylpyrimido[4',5':4,5]thieno[2,3-c]pyridazin-8-yl)amino]methyl]phenyl]-2-methyl-propan-1-ol